ClC1=CC=C(COC2=NN=C(S2)NC(C2=CN=CC=C2C2=C(C=CC=C2)OC)=O)C=C1 N-(5-((4-chlorobenzyl)oxy)-1,3,4-thiadiazol-2-yl)-4-(2-methoxyphenyl)nicotinamide